C1=C(C=C(C(=CC1=O)[O-])[O-])C(=O)O The molecule is dianion of stipitatic acid arising from deprotonation of the carboxylic acid and 6-hydroxy groups. It is a 5-oxo monocarboxylic acid anion and a hydroxy monocarboxylic acid anion. It is a conjugate base of a stipitatic acid and a stipitatate(1-).